[O-]S(=O)(=O)C(F)(F)F.C(CCC)OC1=CC=C(C2=CC=CC=C12)[S+]1CCCC1 1-(4-n-butoxynaphthalen-1-yl)tetrahydrothiophenium triflate